C(C)(=O)N1C2=C(OCC1)C(=C(C(=C2)C(=O)N)C2=C(C(=CC1=C2C[C@@](O1)([C@H]1NCCC1)C1=CC=CC=C1)F)Cl)F (S)-4-Acetyl-7-((S)-5-chloro-6-fluoro-2-phenyl-2-((S)-pyrrolidin-2-yl)-2,3-dihydrobenzofuran-4-yl)-8-fluoro-3,4-dihydro-2H-benzo[b][1,4]oxazine-6-carboxamide